((5R,6S)-2,2-Difluoro-6-methyl-5-(((5-(trifluoromethyl)pyrimidin-2-yl)amino)methyl)morpholino)(6-methyl-3-(pyrimidin-2-yl)pyridin-2-yl)methanone FC1(O[C@H]([C@H](N(C1)C(=O)C1=NC(=CC=C1C1=NC=CC=N1)C)CNC1=NC=C(C=N1)C(F)(F)F)C)F